2-(5-(4-fluoropiperidin-1-yl)pyrazin-2-yl)-6,7-dihydrothiazolo[5,4-c]pyridin-4(5H)-one FC1CCN(CC1)C=1N=CC(=NC1)C=1SC=2C(NCCC2N1)=O